C(C(C)C)(=O)NC=1NC(C=2N=CN([C@H]3C[C@H](OCSC)[C@@H](CO[Si](C)(C)C(C)(C)C)O3)C2N1)=O N-Isobutyryl-3'-O-(methylthiomethyl)-5'-O-(tert-butyldimethylsilyl)-2'-deoxyguanosine